NC=1C2=C(N=C(N1)C=1N=C(C=3N(C1)N=CN3)CCC(C(F)(F)F)(F)F)NC(C2(C)C2=CC(=C(C=C2)F)O)=O 4-Amino-5-(4-fluoro-3-hydroxyphenyl)-5-methyl-2-(8-(3,3,4,4,4-pentafluorobutyl)-[1,2,4]triazolo[1,5-a]pyrazin-6-yl)-5,7-dihydro-6H-pyrrolo[2,3-d]pyrimidin-6-one